FC(C(=O)O)(F)F.BrC1=CC=CC=2C=3C(CN(C3C=CC21)C(NCCOC)=N)C 6-bromo-N-(2-methoxyethyl)-1-methyl-1,2-dihydro-3H-benzo[e]Indole-3-carboximidamide 2,2,2-Trifluoroacetate salt